O=C1C=2C=CC=CC2C(C2=CC=CC=C12)C1C(=O)OC(C1)=O 2-(9,10-dihydro-10-oxo-9-anthracenyl)succinic anhydride